N-(3-(3-((2,6-Dioxopiperidin-3-yl)amino)-2-fluorophenyl)prop-2-yn-1-yl)-5-(8-(7-isopropyl-1,3-dimethyl-2-oxo-2,3-dihydro-1H-benzo[d]imidazol-5-yl)isoquinolin-3-yl)picolinamide O=C1NC(CCC1NC=1C(=C(C=CC1)C#CCNC(C1=NC=C(C=C1)C=1N=CC2=C(C=CC=C2C1)C1=CC2=C(N(C(N2C)=O)C)C(=C1)C(C)C)=O)F)=O